NC1CC(C(CC1)O)O 4-aminocyclohexane-1,2-diol